bis-(2-ethylhexyl) isophthalate C(C1=CC(C(=O)OCC(CCCC)CC)=CC=C1)(=O)OCC(CCCC)CC